FC=1C(=NC(=NC1)OCC1=CC=C(C=C1)C)N 5-fluoro-2-[(4-tolyl)methoxy]-4-pyrimidinamine